NC=1SN=C2N(C(N(C(C21)=O)CCCC)=O)C2CCC1(CNC1)CC2 3-amino-5-butyl-7-(2-azaspiro[3.5]nonan-7-yl)isothiazolo[3,4-d]pyrimidine-4,6(5H,7H)-dione